[F-].C(CCCCCC)[NH+]1C(CCCC1)CCC 1-Heptyl-2-propylpiperidinium fluoride